(R)-6-fluoro-4-(4-fluorophenyl)-N-((1-isobutylpyrrolidin-3-yl)methyl)-3,4-dihydroquinoxaline-1(2H)-carboxamide FC=1C=C2N(CCN(C2=CC1)C(=O)NC[C@@H]1CN(CC1)CC(C)C)C1=CC=C(C=C1)F